(((cis)-3-(trifluoromethoxy)cyclobutyl)amino)quinazolin FC(O[C@H]1C[C@H](C1)NC1=NC2=CC=CC=C2C=N1)(F)F